2-amino-7-[2-[tert-butyl-(dimethyl)silyl]oxyethyl]-4-chloro-pyrrolo[2,3-d]pyrimidine-6-carbonitrile NC=1N=C(C2=C(N1)N(C(=C2)C#N)CCO[Si](C)(C)C(C)(C)C)Cl